butylene iodide C(CCCI)I